[3-(N-methylmethanesulfonamido)phenyl]-4-oxo-3,4-dihydroquinazolin CN(S(=O)(=O)C)C=1C=C(C=CC1)C1=NC2=CC=CC=C2C(N1)=O